(E)-1-(2,6-dichloropyridin-4-yl)-3-(3-hydroxy-4-methoxyphenyl)-2-methylpropan-2-en-1-one ClC1=NC(=CC(=C1)C(\C(=C\C1=CC(=C(C=C1)OC)O)\C)=O)Cl